2-((Hexylcarbamoyl)oxylethyl)-N,N-dimethylhexadecane-1-aminium bromide [Br-].C(CCCCC)NC(=O)OCCC(C[NH+](C)C)CCCCCCCCCCCCCC